C(C)OC(=O)C=1C(C=C2N(C(CN3N=C4C=CC=CC4=C32)C(C)(C)C)C1)=O 6-(tert-butyl)-2-oxo-6,7-dihydro-2H-pyrido[2',1':3,4]pyrazino[1,2-b]indazole-3-carboxylic acid ethyl ester